C[C@](N(C)C)(CCCCN)C(=O)O TRIMETHYL-LYSIN